N-(3-(difluoromethyl)-1-(1-(1-(methylsulfonyl)piperidin-4-yl)azetidin-3-yl)-1H-pyrazol-4-yl)-6-(1-(2,2,2-trifluoroethyl)-1H-pyrazol-4-yl)-2-pyridineamide FC(C1=NN(C=C1NC(=O)C1=NC(=CC=C1)C=1C=NN(C1)CC(F)(F)F)C1CN(C1)C1CCN(CC1)S(=O)(=O)C)F